isopropyl cis-3-((cyclopropylsulfonyl)amino)-2-((6-phenylpyridin-2-yl)methyl)piperidine-1-carboxylate C1(CC1)S(=O)(=O)N[C@@H]1[C@@H](N(CCC1)C(=O)OC(C)C)CC1=NC(=CC=C1)C1=CC=CC=C1